NC=1C(=NN(C1Cl)CC1=C(C=CC=C1)F)C(=O)O 4-amino-5-chloro-1-(2-fluorobenzyl)-1H-pyrazole-3-carboxylic acid